[Na].[Bi] BISMUTH-SODIUM